OC=1C=C(C=2N(C1)N=C1C2C=NN1)C=1C=CC(=NC1)N1CCN(CC1)C(=O)OC(C)(C)C tert-butyl 4-(5-(6-hydroxy-1H-pyrazolo[3',4':3,4]pyrazolo[1,5-a]pyridin-4-yl)pyridin-2-yl)piperazine-1-carboxylate